((S)-2-hydroxy-2-phenylacetyl)-L-phenylalanine O[C@H](C(=O)N[C@@H](CC1=CC=CC=C1)C(=O)O)C1=CC=CC=C1